N-[2-[[2-(dimethylamino)ethyl]methylamino]-5-[[4-(5-fluoro-1-methyl-1H-indol-3-yl)-2-pyrimidinyl]amino]-4-methoxyphenyl]-2-propenamide CN(CCN(C1=C(C=C(C(=C1)OC)NC1=NC=CC(=N1)C1=CN(C2=CC=C(C=C12)F)C)NC(C=C)=O)C)C